(4-(2H-tetrazol-5-yl)phenyl)boronic acid N=1NN=NC1C1=CC=C(C=C1)B(O)O